bis(3-bromo-4-((ethoxymethoxy)methyl)-5-(trifluoromethyl)phenyl)sulfane BrC=1C=C(C=C(C1COCOCC)C(F)(F)F)SC1=CC(=C(C(=C1)C(F)(F)F)COCOCC)Br